diacetylacetone vanadium (IV) [V+4].C(C)(=O)C(C(C)=O)C(C)=O